N-(5-Chloro-6-(2H-1,2,3-triazol-2-yl)pyridin-3-yl)-1-(1H-pyrazolo[3,4-d]-pyrimidin-4-yl)-5-(trifluoromethyl)-1H-pyrazol-4-carboxamid ClC=1C=C(C=NC1N1N=CC=N1)NC(=O)C=1C=NN(C1C(F)(F)F)C1=C2C(=NC=N1)NN=C2